(((3S,4R)-3-fluoro-1-methylpiperidin-4-yl)amino)-3-((E)-prop-1-en-1-yl)imidazo[1,2-a]pyridin F[C@H]1CN(CC[C@H]1NC=1N=C2N(C=CC=C2)C1\C=C\C)C